F[P-](F)(F)(F)(F)F.C(C)(C)(C)C1=CC=C(C=C1)[I+]C1=CC=C(C=C1)C(C)(C)C Bis-(4-tert-butylphenyl)-iodonium hexafluoro-phosphat